2-(5-Bromo-3-ethylsulfanyl-2-pyridinyl)-3-chloro-6-(trifluoromethyl)pyrazolo[4,3-c]pyridine BrC=1C=C(C(=NC1)N1N=C2C(C=NC(=C2)C(F)(F)F)=C1Cl)SCC